3-((3-((2-(difluoromethoxy)-6-methylpyridin-3-yl)carbamoyl)-3-(2-isopropylphenyl)azetidin-1-yl)sulfonyl)-2,2-dimethylpropionic acid FC(OC1=NC(=CC=C1NC(=O)C1(CN(C1)S(=O)(=O)CC(C(=O)O)(C)C)C1=C(C=CC=C1)C(C)C)C)F